Tetrahydro-furfuryl methacrylate C(C(=C)C)(=O)OCC1CCCO1